5-chloro-2-methyl-4-trifluoromethylaniline ClC=1C(=CC(=C(N)C1)C)C(F)(F)F